N=1SC(=C2C1C=CC=C2)N benzo[c]Isothiazol-3-amine